4-((dimethylamino)methyl)-N-(3-methoxybenzyl)thiazol CN(C)CC=1N(CSC1)CC1=CC(=CC=C1)OC